(1R,9R)-1-amino-9-ethyl-5-fluoro-9-hydroxy-4-methyl-1,2,3,9,12,15-hexahydro-10H,13H-benzo[de]pyrano[3',4':6,7]indolizino[1,2-b]quinoline N[C@@H]1CCC=2C=3C1=C1C(=NC3C=C(C2C)F)C2=CC3=C(CN2C1)COC[C@@]3(O)CC